(S)-1-((S)-2-(3,4,5-trimethoxyphenyl)butanoyl)piperidine-2-carboxylic acid COC=1C=C(C=C(C1OC)OC)[C@@H](C(=O)N1[C@@H](CCCC1)C(=O)O)CC